Tert-butyl (3-chloro-4-(trifluoromethoxy)benzyl)(3-oxopropyl)carbamate ClC=1C=C(CN(C(OC(C)(C)C)=O)CCC=O)C=CC1OC(F)(F)F